4,4-dimethyl-2-hexenedicarboxylate CC(C=CC(C(=O)[O-])C(=O)[O-])(CC)C